1-(isoindolin-5-yl)ethan-1-ol hydrogen chloride Cl.C1NCC2=CC(=CC=C12)C(C)O